ammonium undecanedicarboxylate C(CCCCCCCCCC)(C(=O)[O-])C(=O)[O-].[NH4+].[NH4+]